C(C(=C)C)(=O)OC1(C2C3CCCC3C(C1)C2)CC 8-ethyl-8-tricyclo[5.2.1.0(2,6)]decyl methacrylate